OC=1C(=C(C=CC1)B(O)O)OC (3-hydroxy-2-methoxy-phenyl)boronic acid